tribromophosphine BrP(Br)Br